[Ir].[Fe] iron-iridium